FC(C(=O)[O-])(F)F.FC1CC[NH+](C1)C 4-fluoro-1-methylpyrrolidin-1-ium trifluoroacetate salt